(S)-2-((tert-butoxycarbonyl)amino)-3-(2-chloro-4-((4-(cyclopropylamino)-5-(trifluoromethyl)pyrimidin-2-yl)amino)-5-methoxyphenyl)propanoic acid C(C)(C)(C)OC(=O)N[C@H](C(=O)O)CC1=C(C=C(C(=C1)OC)NC1=NC=C(C(=N1)NC1CC1)C(F)(F)F)Cl